N-Formylhydroxylamine C(=O)NO